C(C)(C)(C)OC(=O)N1CC2=CC=C(C=C2C(C1)CNC)F tert-butyl-6-fluoro-4-((methylamino) methyl)-3,4-dihydroisoquinoline-2(1H)-carboxylate